Dimethyl-butadiene ruthenium [Ru].CC(C(=C)C)=C